para-aminotoluenesulfonic acid NC1=CC=C(CS(=O)(=O)O)C=C1